trans-2-((4-(4-(4-Chloro-2-methylphenyl)-4H-1,2,4-triazol-3-yl)cyclohexyl)oxy)pyridin ClC1=CC(=C(C=C1)N1C(=NN=C1)[C@@H]1CC[C@H](CC1)OC1=NC=CC=C1)C